1-(1-((3-chloro-6-methoxypyridin-2-yl)oxy)-8-((1,1,1-trifluoropropan-2-yl)oxy)isoquinolin-6-yl)-4-ethyl-1H-1,2,4-triazol-5(4H)-one ClC=1C(=NC(=CC1)OC)OC1=NC=CC2=CC(=CC(=C12)OC(C(F)(F)F)C)N1N=CN(C1=O)CC